4-((7R,14R)-1-(difluoromethoxy)-6-(methyl-d3)-5-oxo-5,6,7,14-tetrahydro-7,14-methanobenzo[f]benzo[4,5]imidazo[1,2-a][1,4]diazocin-11-yl)-2-methylbut-3-yn-1-yl methanesulfonate CS(=O)(=O)OCC(C#CC1=CC2=C(N=C3N2[C@H]2C4=C(C(N([C@@H]3C2)C([2H])([2H])[2H])=O)C=CC=C4OC(F)F)C=C1)C